N-(2-(4,4-difluorocyclohexyl)-4-(2,5-difluorophenyl)pyridin-3-yl)-1,5-dimethyl-1H-pyrazole-4-carboxamide FC1(CCC(CC1)C1=NC=CC(=C1NC(=O)C=1C=NN(C1C)C)C1=C(C=CC(=C1)F)F)F